2-cyano-4,4,4-trifluoro-N-(2-(2-(2-hydroxyethoxy)ethoxy)ethyl)-3-(6-(pyrrolidin-1-yl)naphthalen-2-yl)but-2-enamide C(#N)C(C(=O)NCCOCCOCCO)=C(C(F)(F)F)C1=CC2=CC=C(C=C2C=C1)N1CCCC1